ClC1=CN(C(C2=C(C=CC=C12)C=C)=O)C1=CC=CC=C1 4-chloro-1-oxo-2-phenyl-8-vinyl-1,2-dihydroisoquinolin